5-bromo-1-(sec-butyl)-1H-indazole-3-carboxylic acid methyl ester COC(=O)C1=NN(C2=CC=C(C=C12)Br)C(C)CC